(1S)-4-{4-amino-6-chloro-7-methyl-7H-pyrrolo[2,3-d]pyrimidin-5-yl}cyclohex-3-ene-1-carboxylic acid NC=1C2=C(N=CN1)N(C(=C2C2=CC[C@H](CC2)C(=O)O)Cl)C